OC(C(=O)N1CCN(CC1)C=1C=CC(=C(C1)C=1C(NC(C1C1=CNC2=CC=CC=C12)=O)=O)C(F)(F)F)(C)C 3-(5-(4-(2-Hydroxy-2-methyl-1-oxopropyl)-1-piperazinyl)-2-(trifluoromethyl)phenyl)-4-(1H-indol-3-yl)-1H-pyrrole-2,5-dione